FC=1C=C(C[B-](F)(F)F)C=C(C1)F.[K+].FC1=C(/C=C/C2=NC=CC3=CC=CC=C23)C=CC=C1F (E)-1-(2,3-difluorostyryl)isoquinoline potassium (3,5-difluorobenzyl)trifluoroborate